6-(5-methylpyrimidin-2-yl)quinazolin-4-amine CC=1C=NC(=NC1)C=1C=C2C(=NC=NC2=CC1)N